FC(C=1C(=C(C=CC1F)[C@H]1[C@@H](O[C@]([C@@H]1C)(C(F)(F)F)C)C(=O)NC1=CC(=NC=C1)C(=O)N)OC)F (2R,3S,4R,5R)-4-[[3-[3-(difluoromethyl)-4-fluoro-2-methoxy-phenyl]-4,5-dimethyl-5-(trifluoromethyl)tetrahydrofuran-2-carbonyl]amino]pyridine-2-carboxamide